2-[4-(diaminomethyleneamino)butyl]guanidine NC(N)=NCCCCN=C(N)N